2-(RS)-methyl-(piperidin-3-yl)carbamic acid benzyl ester C(C1=CC=CC=C1)OC(NC1[C@H](NCCC1)C)=O |r|